(E)-alpha-benzyl-cinnamyl alcohol C(C1=CC=CC=C1)/C(/CO)=C\C1=CC=CC=C1